(1R,2S,5S)-3-((2S,3R)-3-(tert-butoxy)-2-(2,2,2-trifluoroacetamido)butanoyl)-N-((5-chloroisoquinolin-4-yl)(cyano)methyl)-6,6-dimethyl-3-azabicyclo[3.1.0]hexane-2-carboxamide C(C)(C)(C)O[C@@H]([C@@H](C(=O)N1[C@@H]([C@H]2C([C@H]2C1)(C)C)C(=O)NC(C#N)C1=CN=CC2=CC=CC(=C12)Cl)NC(C(F)(F)F)=O)C